C1(=CC=CC=C1)CCCO[Si](C1=CC=CC=C1)(OCCC)OCCC phenyltripropoxy(phenyl)silane